ClC1=CC=C(C=C1)C1=CNC=2N=CN=C(C21)NCC2=NC(=CC=C2)N2CCNCC2 5-(4-Chlorophenyl)-N-((6-(piperazin-1-yl)pyridin-2-yl)methyl)-7H-pyrrolo[2,3-d]pyrimidin-4-amine